(l)-3-aminopropyltrimethoxysilane NCCC[Si](OC)(OC)OC